tert-butyl 4-(4-amino-1H-pyrazole-1-yl)piperidine-1-carboxylate NC=1C=NN(C1)C1CCN(CC1)C(=O)OC(C)(C)C